O=C1NC=2CN(CCC2C=C1)C(=O)OC(C)(C)C tert-butyl 2-oxo-1,5,6,8-tetrahydro-1,7-naphthyridine-7-carboxylate